N1=C(C=C2N1CCCNC2)C(=O)N 5,6,7,8-tetrahydro-4H-pyrazolo[1,5-a][1,4]diazepine-2-carboxamide